C(C)OC1CCN(CC1)C(=O)N1CCC(CC1)=C(C#N)C1=CC=C(C=C1)F 2-(1-(4-ethoxypiperidine-1-carbonyl)piperidin-4-ylidene)-2-(4-fluorophenyl)acetonitrile